C(CC(O)(C(=O)[O-])CC(=O)[O-])(=O)[O-].[K+].[Zr+4].[Ce+3] cerium-zirconium-potassium citrate